tert.-Butyl [2-(3-fluoro-4-methoxyphenyl)-1,3-benzoxazol-5-yl]carbamate FC=1C=C(C=CC1OC)C=1OC2=C(N1)C=C(C=C2)NC(OC(C)(C)C)=O